FC(C=1C=C(C=CC1)C(C)(C)N)F 2-(3-(difluoromethyl)phenyl)propan-2-amine